1-benzoyl-3-(2-fluoro-3,5-dimethoxyphenyl)thiourea C(C1=CC=CC=C1)(=O)NC(=S)NC1=C(C(=CC(=C1)OC)OC)F